C(C)O\C(=C/OC1=C(C=C(C=C1)CN1N=CC(=C1)C(=O)OCC)F)\C(F)(F)F ethyl 1-[[4-[[(1Z)-2-ethoxy-3,3,3-trifluoro-1-propen-1-yl]oxy]-3-fluorophenyl]methyl]-1H-pyrazole-4-carboxylate